CC1=CCC(C(C1)(C)C)C(=O)OC Methyl 4,6,6-trimethylcyclohex-3-ene-1-carboxylate